C1(CCCCC1)C1=CC=C(C=C1)C=1NC=2N(C(C1)=O)N=C(C2C(=O)N2C[C@@H](CC2)C#N)C(CO)C (R)-1-(5-(4-cyclohexylphenyl)-2-(1-hydroxypropan-2-yl)-7-oxo-4,7-dihydropyrazolo[1,5-a]pyrimidine-3-carbonyl)pyrrolidine-3-carbonitrile